C1(CCCC1)C1=CC(=NN1)NC1=CC(=NC=2N1N=CN2)C(C)C N-(5-cyclopentyl-1H-pyrazol-3-yl)-5-isopropyl-[1,2,4]triazolo[1,5-a]pyrimidin-7-amine